C(C)(C)C=1C2=C(N=C(N1)SC)C(=NC(=C2)OC)N isopropyl-6-methoxy-2-(methylthio)pyrido[3,4-d]pyrimidin-8-amine